rac-N-(4-(2,5-difluorophenyl)-2-(5,5-difluorotetrahydro-2H-pyran-2-yl)pyridin-3-yl)-2-ethoxypyrimidine-5-carboxamide FC1=C(C=C(C=C1)F)C1=C(C(=NC=C1)[C@@H]1OCC(CC1)(F)F)NC(=O)C=1C=NC(=NC1)OCC |r|